S1C=C(C=C1)C(=O)O 3-Thiophencarboxylic acid